2-((Benzyloxy)methyl)propane-1,3-diyl Dinonanoate C(CCCCCCCC)(=O)OCC(COC(CCCCCCCC)=O)COCC1=CC=CC=C1